BrC1=C(C=C(C=C1)CCl)O 2-Bromo-5-(chloromethyl)phenol